FC1=C(C=C(C=C1)O)B(O)O (2-fluoro-5-hydroxyphenyl)boronic acid